C(C1=CC=CC=C1)OC1=C(SC=C1)C(=O)OC methyl 3-benzyloxythiophene-2-carboxylate